5-bromo-2-(5-azaspiro[2.3]hexane-5-yl)nicotinonitrile BrC=1C=NC(=C(C#N)C1)N1CC2(CC2)C1